ClC=1C(=C2C=NNC2=C(C1F)SC)C1=CC=C2C(=N1)SC(=N2)NC(=O)C2C(C2)F N-(5-(5-chloro-6-fluoro-7-(methylthio)-1H-indazol-4-yl)thiazolo[5,4-b]pyridin-2-yl)-2-fluorocyclopropane-1-carboxamide